C(C)C1OC2CC(C34C(C2O1)C(C(CC3)C4)(C)C)(C)C 6-Ethyl-2,2,10,10-tetramethyl-5,7-dioxatetracyclo[9.2.1.01,9.04,8]tetradecane